1-((1R,4R)-4-(6-(2,6-DIOXOPIPERIDIN-3-YL)-1,2,3,4-TETRAHYDROISOQUINOLINE-2-CARBONYL)CYCLOHEXANE-1-CARBONYL)PIPERIDINE-4-CARBOXYLIC ACID O=C1NC(CCC1C=1C=C2CCN(CC2=CC1)C(=O)C1CCC(CC1)C(=O)N1CCC(CC1)C(=O)O)=O